(3R,4S)-4-(diethylamino)tetrahydrofuran C(C)N([C@H]1CCOC1)CC